7-acetyl-3,3-dimethyl-2,3-dihydro-1H-pyrrolo[3,2-b]pyridine-5-carbonitrile C(C)(=O)C1=C2C(=NC(=C1)C#N)C(CN2)(C)C